7-nitro-1,2,4,5-tetrahydro-3H-benzo[d]azepine [N+](=O)([O-])C1=CC2=C(CCNCC2)C=C1